BrC=1C=NC=C(C1)OC1=CC=C(C=C1)OC 3-bromo-5-(4-methoxyphenoxy)pyridine